C(C)C=1N(C2=C(C(=NC(=C2)C)C)N1)C1=CC=C(C=C1)CCNC(=O)NS(=O)(=O)C1=CC=C(C)C=C1 N-[({2-[4-(2-ethyl-4,6-dimethyl-1H-imidazo[4,5-c]pyridin-1-yl)phenyl]ethyl}amino)-carbonyl]-4-toluenesulfonamide